ClC1=CC=C(C=C1)CN1C([C@H](CS(C2=C1C=C(C=C2)C(=O)NN)(=O)=O)NC(OC(C)(C)C)=O)=O tert-butyl N-[(3R)-5-[(4-chlorophenyl)methyl]-7-(hydrazinecarbonyl)-1,1,4-trioxo-2,3-dihydro-1λ6,5-benzothiazepin-3-yl]carbamate